CN1N=CC(=C1)C1=CC2=C(O[C@H](CN2)[C@@H](C2=CC=CC=C2)NCCC2=CC=C(C#N)C=C2)N=C1 4-[2-[[(R)-[(3R)-7-(1-methylpyrazol-4-yl)-2,3-dihydro-1H-pyrido[2,3-b][1,4]oxazin-3-yl]-phenyl-methyl]amino]ethyl]benzonitrile